2-(4-methylpiperazine-1-yl)pyridine-5-boronic acid pinacol ester CN1CCN(CC1)C1=NC=C(C=C1)B1OC(C)(C)C(C)(C)O1